BrC1=C(C=C(C=C1)C(CC(=O)OCC)=O)Cl ethyl 3-(4-bromo-3-chlorophenyl)-3-oxopropionate